N-(2-carboxyethyl)-N-(carboxymethyl)-3-hydroxy-aspartic acid sodium salt [Na+].C(=O)([O-])CCN([C@@H](C(C(=O)[O-])O)C(=O)[O-])CC(=O)[O-].[Na+].[Na+].[Na+]